(S)-3-((3-(ethoxymethyl)-3-(4-fluorophenethyl)pyrrolidin-1-yl)methyl)pyridine C(C)OC[C@@]1(CN(CC1)CC=1C=NC=CC1)CCC1=CC=C(C=C1)F